N-((3R,4S)-3-(3-fluoroazetidin-1-yl)chroman-4-yl)-2-(trifluoromethyl)-1-((2-(trimethylsilyl)ethoxy)methyl)-1H-pyrrolo[3,2-c]pyridin-4-amine FC1CN(C1)[C@H]1COC2=CC=CC=C2[C@@H]1NC1=NC=CC2=C1C=C(N2COCC[Si](C)(C)C)C(F)(F)F